CC=1OC(=C(N1)C)C1=CC(=C(C=C1)NC=1N=CC2=C(N1)C(=NC(=C2)C)N2CCC(CC2)OC)OCC N-(4-(2,4-dimethyloxazol-5-yl)-2-ethoxyphenyl)-8-(4-methoxypiperidin-1-yl)-6-methylpyrido[3,4-d]pyrimidin-2-amine